O[C@H]1[C@@H](CN(C1)C1=NC(=CC(=C1)C1=C(C=CC(=C1)NC(=O)N1C[C@@H](CC1)CC(F)(F)F)C)N1CCOCC1)NC(OCC1=CC=CC=C1)=O Trans-benzyl (4-hydroxy-1-(4-(2-methyl-5-((S)-3-(2,2,2-trifluoroethyl)pyrrolidine-1-carboxamido)phenyl)-6-morpholinopyridin-2-yl) pyrrolidin-3-yl)carbamate